CC1=C(C(=NC(=C1)C(NCCC)=O)C(=O)O[C@@H]1[C@H](CCCC1)[C@@H]1N2C(C3=CC=CC=C13)=CN=C2)C=2C(=CC=1C3=C(COC1C2)SC=C3)C=O (1S,2R)-2-((S)-5H-imidazo[5,1-a]isoindol-5-yl)cyclohexan-1-ol methyl-3-(8-formyl-4H-thieno[2,3-c]chromen-7-yl)-6-(propylcarbamoyl)picolinate